4-methyl-3-phenylthiazole-2(3H)-imine CC=1N(C(SC1)=N)C1=CC=CC=C1